N1C=NC=C1C1=NC(=NC=C1)NC1=CC=CC=C1 4-(1H-imidazol-5-yl)-N-(phenyl)pyrimidin-2-amine